N-[(2S)-2-amino-2-[3-(3-fluorophenyl)-1,2,4-oxadiazol-5-yl]ethyl]acetamide hydrochloride Cl.N[C@@H](CNC(C)=O)C1=NC(=NO1)C1=CC(=CC=C1)F